[N+](=O)([O-])C=1C=C(C=CC1)CCNS(=O)(=O)C N-(3-nitrophenylethyl)methanesulfonamide